2-[1-[2-(4,4-Dimethyl-1-piperidyl)-6-methyl-4-oxo-chromen-8-yl]ethylamino]-5-ethyl-benzoic acid CC1(CCN(CC1)C=1OC2=C(C=C(C=C2C(C1)=O)C)C(C)NC1=C(C(=O)O)C=C(C=C1)CC)C